4-(methoxycarbonyl)-4-(4-methoxyphenyl)cyclopentane COC(=O)C1(CCCC1)C1=CC=C(C=C1)OC